N-(3-chloro-5-(ethylsulfonamido)phenyl)-5-methyl-4-(3-methyl-5-(trifluoromethyl)pyridin-2-yl)thiophene-2-carboxamide ClC=1C=C(C=C(C1)NS(=O)(=O)CC)NC(=O)C=1SC(=C(C1)C1=NC=C(C=C1C)C(F)(F)F)C